N1NC(N=C1)=S dihydro-1,2,4-triazole-3-thione